CN[C@H](CC(=O)[O-])C(=O)[O-] methyl-D-Aspartate